[Si](C)(C)(C(C)(C)C)O[C@H]1[C@@H](O[C@@H]([C@H]1O)CO[Si](C)(C)C(C)(C)C)N1C=2N=C(NC(C2N=C1)=O)CC(=O)N (9-((2R,3R,4R,5R)-3-((tert-butyldimethylsilyl)oxy)-5-(((tert-butyldimethylsilyl)oxy)methyl)-4-hydroxytetrahydrofuran-2-yl)-6-oxo-6,9-dihydro-1H-purin-2-yl)acetamide